BrC1=CC=C(C=C1)C=1N=NNC1C#N 4-(4-Bromophenyl)-1H-1,2,3-triazole-5-carbonitrile